C(C1=CC=CC=C1)(C1=CC=CC=C1)N1CC(C1)=C(C(C)O)C 3-(1-benzhydryl-azetidin-3-ylidene)-butan-2-ol